(S)-3-Amino-9-(3-hydroxy-3-methylbut-1-yn-1-yl)-5-methyl-2,3-dihydropyrido[3,2-b][1,4]oxazepin-4(5H)-one hydrochloride Cl.N[C@@H]1C(N(C2=C(OC1)C(=CC=N2)C#CC(C)(C)O)C)=O